C1CC12CCN(CC2)C2=C(C1=CC=CC=C1C(=C2)Br)C(=O)NC2=NC(=NC(=C2)OC)N2CCC(CC2)(F)F 2-{6-azaspiro[2.5]octane-6-yl}-4-bromo-N-[2-(4,4-difluoropiperidin-1-yl)-6-methoxypyrimidin-4-yl]naphthalene-1-carboxamide